5-amino-3-[4-[[(2-methoxybenzoyl)amino]methyl]phenyl]-1-(o-tolyl)pyrazole-4-carboxamide NC1=C(C(=NN1C1=C(C=CC=C1)C)C1=CC=C(C=C1)CNC(C1=C(C=CC=C1)OC)=O)C(=O)N